C(C=C)(=O)OCCCCCCOC1=CC=C(C(=O)OC2=CC(=C(C=C2)C2CCC(CC2)CCC)/C=N/N(CCCCCC)C=2SC3=C(N2)C=CC=C3)C=C1 [3-[(E)-[1,3-benzothiazol-2-yl(hexyl)hydrazono]methyl]-4-(4-propylcyclohexyl)phenyl] 4-(6-prop-2-enoyloxyhexoxy)benzoate